NC1=NC(=NC=C1C(F)F)C=1C=C2C=CN(C(C2=C(C1F)F)=O)CCC[C@H](C)NC=1C=NNC(C1C(F)(F)F)=O 6-[4-amino-5-(difluoromethyl)pyrimidin-2-yl]-7,8-difluoro-2-[(4S)-4-[[6-oxo-5-(trifluoromethyl)-1H-pyridazin-4-yl]amino]pentyl]isoquinolin-1-one